S-(3-((tert-butyldiphenylsilyl) oxy)-2-(pyrimidin-2-yl) propyl) thioacetate C(C)(=O)SCC(CO[Si](C1=CC=CC=C1)(C1=CC=CC=C1)C(C)(C)C)C1=NC=CC=N1